NC(CCC1=CC=C(OC(C(=O)OCC)(C)C)C=C1)=O ethyl 2-(4-(3-amino-3-oxopropyl) phenoxy)-2-methylpropionate